BrC1=C(C(=C(C(=C1OC)OC)O)CCCCCCCCCCBr)C bromo-2-(10-bromodecyl)-5,6-dimethoxy-3-methyl-phenol